4-(1-(4-bromophenyl)ethoxy)-5-(methyl-carbamoyl)-1H-pyrrole-2-carboxylic acid BrC1=CC=C(C=C1)C(C)OC=1C=C(NC1C(NC)=O)C(=O)O